ClC=1C(=CC(=C(C1)[C@H](N[S@@](=O)C(C)(C)C)C1CCN(CC1)C(=O)[C@@H]1OC(OC1)(C)C)O)C (S)-N-[(R)-(5-chloro-2-hydroxy-4-methylphenyl)([1-[(4R)-2,2-dimethyl-1,3-dioxolane-4-carbonyl]piperidin-4-yl])methyl]-2-methylpropane-2-sulfinamide